O=C(C(=O)N)N1[C@H](CC[C@@H](C1)C)C1=CC(=CC=C1)OC[C@@H](C)N(C)C 2-oxo-2-[(2R,5S)-5-methyl-2-[3-[(2R)-2-(dimethylamino)propoxy]phenyl]-1-piperidyl]acetamide